tert-Butyl 3-(3-(4,4,5,5-tetramethyl-1,3,2-dioxaborolan-2-yl)phenoxy)pyrrolidine-1-carboxylate CC1(OB(OC1(C)C)C=1C=C(OC2CN(CC2)C(=O)OC(C)(C)C)C=CC1)C